C(C)(C)N1N=C(C=C1C1[C@H]2CC(C[C@@H]12)N1[C@H]2CO[C@H](C1)C2)C=2C=NC=C(C2)C(F)(F)F (1S,4R)-5-((1R,3s,5S,6R)-6-(1-isopropyl-3-(5-(trifluoromethyl)pyridin-3-yl)-1H-pyrazol-5-yl)bicyclo[3.1.0]hex-3-yl)-2-oxa-5-azabicyclo[2.2.1]heptane